2-(pyridazin-3-yl)acetonitrile N1=NC(=CC=C1)CC#N